pyrazin-2-one N1C(C=NC=C1)=O